C1CCC2CCCCC12 perhydroindene